2-Methoxyethyl-(S,E)-(7-(dimethylamino)-1-((1-((6-fluoro-4-neopentyl-1H-benzo[d]imidazol-2-yl)methyl)-2-oxo-1,2-dihydropyridin-3-yl)amino)-1,7-dioxohept-5-en-2-yl)carbamat COCCOC(N[C@H](C(=O)NC=1C(N(C=CC1)CC1=NC2=C(N1)C=C(C=C2CC(C)(C)C)F)=O)CC\C=C\C(=O)N(C)C)=O